COC=1C=C(C=CC1)S(=O)(=O)CC1=CC=C(C=C1)NC(=O)C=1C=C(C=CC1)C=1C=NC(=C(C(=O)OC)C1)C Methyl 5-(3-((4-(((3-methoxyphenyl)sulfonyl)methyl)phenyl)carbamoyl)phenyl)-2-methylnicotinate